C(C)OC(CCC(=NO)C1=CC=C(C=C1)Br)=O 4-(4-bromophenyl)-4-(hydroxyimino)butyric acid ethyl ester